(Z)-3-bromo-5-((4-hydroxy-1-(4-hydroxy-phenyl)-3-oxobutan-2-ylimino)methyl)phenyl 3-methylbenzoate CC=1C=C(C(=O)OC2=CC(=CC(=C2)\C=N/C(CC2=CC=C(C=C2)O)C(CO)=O)Br)C=CC1